ClC1=NC=CC(=C1C)C#CC=1N=C(N(C1C)C=1C=NC=CC1)C(=O)N 4-[2-(2-chloro-3-methyl-4-pyridyl)ethynyl]-5-methyl-1-(3-pyridyl)imidazole-2-carboxamide